BrC1=CC=C2C(=NC(=NC2=C1F)OC[C@]12CCCN2C[C@@H](C1)F)OCC(F)(F)F 7-bromo-8-fluoro-2-(((2R,7aS)-2-fluorohexahydro-1H-pyrrolizin-7a-yl)methoxy)-4-(2,2,2-trifluoroethoxy)quinazoline